1-(4-Chlorobenzyl)-3-(6-((4-methyl-3-oxopiperazin-1-yl)methyl)spiro[3.3]heptan-2-yl)urea ClC1=CC=C(CNC(=O)NC2CC3(C2)CC(C3)CN3CC(N(CC3)C)=O)C=C1